C(C)(C)C1CCC(CC1)N1CCC2(CC1)C(N(CC1=CC(=CC=C12)NC(C)=O)CCN1C(CCCC1)=O)=O N-(1'-((1s,4s)-4-isopropylcyclohexyl)-3-oxo-2-(2-(2-oxopiperidin-1-yl)ethyl)-2,3-dihydro-1H-spiro[isoquinoline-4,4'-piperidin]-7-yl)acetamide